2-((2S,4R)-4-Amino-1-(6-chloroimidazo[1,2-a]pyridin-2-carbonyl)pyrrolidin-2-yl)-N-((S)-1-(dimethylamino)-6-guanidino-1-oxohexan-2-yl)thiazol-4-carboxamid N[C@@H]1C[C@H](N(C1)C(=O)C=1N=C2N(C=C(C=C2)Cl)C1)C=1SC=C(N1)C(=O)N[C@H](C(=O)N(C)C)CCCCNC(=N)N